6-[cyclopropyl-(difluoro)methyl]-5-fluoro-2-phenoxy-pyridine-3-carboxylic acid methyl ester COC(=O)C=1C(=NC(=C(C1)F)C(F)(F)C1CC1)OC1=CC=CC=C1